N1-(3-((4-(4-bromo-3-chlorophenyl)piperazin-1-yl)methyl)-4-(trifluoromethyl)phenyl)-N1,N2,N2-trimethylethan-1,2-diamine BrC1=C(C=C(C=C1)N1CCN(CC1)CC=1C=C(C=CC1C(F)(F)F)N(CCN(C)C)C)Cl